[Sn].[Sn].ClC=1C=CC2=C(N[Se][Se]2)C1Cl dichlorobenzodiselenazole-bistin salt